6-(2-(5-Cyclopropyl-3-(4-(trifluoromethyl)pyridin-3-yl)isoxazol-4-yl)-7-azaspiro[3.5]non-1-en-7-yl)-4-(trifluoromethyl)chinolin C1(CC1)C1=C(C(=NO1)C=1C=NC=CC1C(F)(F)F)C1=CC2(C1)CCN(CC2)C=2C=C1C(=CC=NC1=CC2)C(F)(F)F